3-(4-methoxyphenyl)-1,4-diazepan-2-one COC1=CC=C(C=C1)C1C(NCCCN1)=O